5-((1R,5S,6s)-3-azabicyclo[3.1.0]hexan-6-yl)-3-(2,3-dihydro-1H-pyrrolo[1,2-a]indol-9-yl)-1,2,4-oxadiazole [C@H]12CNC[C@@H]2C1C1=NC(=NO1)C1=C2N(C=3C=CC=CC13)CCC2